(R)-1-(3-chlorophenyl)ethane-1,2-diol ClC=1C=C(C=CC1)[C@H](CO)O